(3R,5S)-N-methyl-5-[[4-(6-thiazol-2-yl-1H-pyrrolo[2,3-b]pyridin-3-yl)-5-(trifluoromethyl)pyrimidin-2-yl]amino]piperidine-3-carboxamide CNC(=O)[C@H]1CNC[C@H](C1)NC1=NC=C(C(=N1)C1=CNC2=NC(=CC=C21)C=2SC=CN2)C(F)(F)F